2-(3,6-dioxo-5-phenoxy-3,6-dihydropyridazin-1(2H)-yl)acetic acid ethyl ester C(C)OC(CN1NC(C=C(C1=O)OC1=CC=CC=C1)=O)=O